2-((3-ethylisoxazol-5-yl)methyl)-6-(2-(2,2,2-trifluoroethoxy)pyrimidin-5-yl)pyridazin-3(2H)-one C(C)C1=NOC(=C1)CN1N=C(C=CC1=O)C=1C=NC(=NC1)OCC(F)(F)F